C1C[C@@H]2[C@@H]3CC[C@@H](C3)[C@@H]2C1 endo-tetrahydrodicyclopentadiene